CCCCCCCCCCCCCCCCCC(=O)OC[C@H](COP(=O)([O-])OC[C@@H](C(=O)[O-])[NH3+])OC(=O)CC/C=C\\C/C=C\\C/C=C\\C/C=C\\C/C=C\\C/C=C\\CC The molecule is a 3-sn-phosphatidyl-L-serine(1-) that is the conjugate base of 1-octadecanoyl-2-(4Z,7Z,10Z,13Z,16Z,19Z-docosahexaenoyl)-sn-glycero-3-phosphoserine; major species at pH 7.3. It is a conjugate base of a 1-octadecanoyl-2-(4Z,7Z,10Z,13Z,16Z,19Z-docosahexaenoyl)-sn-glycero-3-phosphoserine.